2-(3,6-diazabicyclo[3.1.1]heptan-3-yl)-4-(1,1-difluoro-2-methylethoxy)-7-(thiazol-2-yl)-benzo[d]oxazole C12CN(CC(N1)C2)C=2OC1=C(N2)C(=CC=C1C=1SC=CN1)OC(CC)(F)F